C1(CCCC1)S(=O)(=O)N1CCNCC1 1-(cyclopentylsulfonyl)piperazine